cyclohexyl-4-hydroxy-5,6-dimethyl-2-oxo-1H-pyridine-3-carboxamide C1(CCCCC1)N1C(C(=C(C(=C1C)C)O)C(=O)N)=O